spiro[chromane-3,1'-cyclopropane] C12(CC1)COC1=CC=CC=C1C2